cyclopentyl (S)-6-diazo-2-((S)-2-(methylsulfonyl)propanamido)-5-oxohexanoate [N+](=[N-])=CC(CC[C@@H](C(=O)OC1CCCC1)NC([C@H](C)S(=O)(=O)C)=O)=O